C(#N)C=1C=C(C=CC1)C=1N=C(SC1C1=CC(=NC(=C1)C)C)NC(=O)N1C(CNCC1)CC1CC1 N-[4-(3-cyanophenyl)-5-(2,6-dimethyl-4-pyridyl)thiazol-2-yl]-2-(cyclopropylmethyl)piperazine-1-carboxamide